2-(9H-carbazol-9-yl)-N,N-dimethylethan-1-amine fumarate salt C(\C=C\C(=O)O)(=O)O.C1=CC=CC=2C3=CC=CC=C3N(C12)CCN(C)C